C1(=CC=CC=C1)C1S(C(=C(C1=O)O)C1=CC=CC=C1)(=O)=O 2,5-Diphenyl-2,3-dihydro-3-oxo-4-hydroxy-thiophene dioxide